FC1=CC=C(C=C1)C(C)(C)NC(=O)C=1OC=C(N1)C1=NC(=NC=C1C)NC1=CC=NN1C N-(2-(4-fluorophenyl)propan-2-yl)-4-(5-methyl-2-((1-methyl-1H-pyrazol-5-yl)amino)pyrimidin-4-yl)oxazole-2-carboxamide